OC=1C=C(C(=O)OC2=C(C(=CC=C2)O)O)C=C(C1O)O 2,3-dihydroxyphenyl 3,4,5-trihydroxybenzoate